(S)-6-((ethylamino)methyl)-1-methyl-4-(3-((S)-3-(methylamino)-1-phenylpropoxy)phenyl)-1,4-diazepan-5-one C(C)NC[C@@H]1C(N(CCN(C1)C)C1=CC(=CC=C1)O[C@@H](CCNC)C1=CC=CC=C1)=O